N'-xylyl-p-phenylenediamine C1(=C(C(=CC=C1)C)C)NC1=CC=C(C=C1)N